NC=1C2=C(N=CN1)N(C=C2)[C@H]2[C@@H]([C@@H]([C@H](C2)C2=CC(=CC=C2)N)O)O (1R,2S,3R,5R)-3-(4-amino-7H-pyrrolo[2,3-d]pyrimidin-7-yl)-5-(3-aminophenyl)cyclopentane-1,2-diol